(1R,3S)-3-(7-methoxy-5,6,7,8-tetrahydro-[1,2,4]triazolo[4,3-a]pyridin-3-yl)cyclohexanamine COC1CC=2N(CC1)C(=NN2)[C@@H]2C[C@@H](CCC2)N